CN(C1=C(C(=C(C(=C1F)F)F)F)F)C N,N-dimethyl-pentafluoroaniline